trans-2-thiocarbamoyl-5-(isopropoxycarbonylamino)piperidine-1-carboxylic acid C(N)(=S)[C@@H]1N(C[C@H](CC1)NC(=O)OC(C)C)C(=O)O